The molecule is a hexadecenal containing a double bond at position 2 (the trans-stereoisomer). It is a trans-2,3-unsaturated fatty aldehyde, a n-alk-2-enal and a hexadecenal. CCCCCCCCCCCCC/C=C/C=O